7-bromopyrazolo[1,5-a]pyrimidine BrC1=CC=NC=2N1N=CC2